CC=1C=C(C=C(C1O)C)C(C)(C1=CC(=C(C(=C1)C)O)C)C1=CC(=C(C(=C1)C)O)C 1,1,1-tris(3,5-dimethyl-4-hydroxyphenyl)ethane